C[N+]=1N=CN(C1)C 1-methyl-4-methyl-1,2,4-triazolium